ClC1=C(C=C(C=C1)N1C=2C=CC(=NC2C(C(C1)(C)C)OC)C(=O)N1C(CN(CC1)C1=CC=C(C=N1)CC(=O)O)(C)C)F (6-(4-(5-(4-chloro-3-fluorophenyl)-8-methoxy-7,7-dimethyl-5,6,7,8-tetrahydro-1,5-naphthyridine-2-carbonyl)-3,3-dimethylpiperazin-1-yl)pyridin-3-yl)acetic acid